BrC=1C=C(SC1)C(=O)N1CCN(CC1)C1=CC=C(C=C1)OC (4-Bromothiophen-2-yl)(4-(4-methoxyphenyl)piperazin-1-yl)methanone